F[C@@H]1CN(C[C@@H]1F)C=1C=C(C=NC1)[C@@](O)(C1=CC=C(C=C1)C(C)C)C1(CN(C1)C)C (R)-[5-((3r,4s)-3,4-difluoro-pyrrolidin-1-yl)-pyridin-3-yl]-(1,3-dimethyl-azetidin-3-yl)-(4-isopropyl-phenyl)-methanol